C(C)(C)(C)OC(=O)N1[C@@H](CCC1)C(=O)O (tert-butyloxycarbonyl)-L-proline